2-(4-bromo-2-(6-azaspiro[2.5]oct-6-yl)phenyl)-5-(2-(4,4-difluoropiperidin-1-yl)-6-methylpyrimidin-4-yl)-1,3,4-thiadiazole BrC1=CC(=C(C=C1)C=1SC(=NN1)C1=NC(=NC(=C1)C)N1CCC(CC1)(F)F)N1CCC2(CC2)CC1